CC(C(=O)N1CCCCC1)=C 1-(2-methyl-1-oxo-2-propenyl)piperidine